ClC=1C=C(C=C(C1)Cl)C1(CC(=NO1)C1=CC(=C(C(=O)N(C2=NN(C(=N2)C)CC)CC)C=C1)C)C(F)(F)F 4-(5-(3,5-dichlorophenyl)-5-(trifluoromethyl)-4,5-dihydroisoxazol-3-yl)-N-ethyl-N-(1-ethyl-5-methyl-1H-1,2,4-triazol-3-yl)-2-methylbenzamide